BrC1=NN2C(C(=CC(=C2)C2=CC=CC=C2)C2=CC=CC=C2)=N1 2-bromo-6,8-diphenyl-[1,2,4]triazolo[1,5-a]pyridine